C(C)C1=CC2=C(C(C=3NC4=CC(=CC=C4C3C2=O)C#N)(C)C)C=C1N1CCNCC1 9-ethyl-6,6-dimethyl-11-oxo-8-piperazin-1-yl-5H-benzo[b]carbazole-3-carbonitrile